((6-Chloro-3-fluoropyridin-2-yl)methoxy)-3-fluorobenzonitrile ClC1=CC=C(C(=N1)COC1=C(C#N)C=CC=C1F)F